O=C1NC(CCC1N1C(N(C2=C1C=CC=C2N2CC(C2)CO[C@@H]2[C@H](CN(CC2)C(=O)OC(C)(C)C)F)C)=O)=O 1-Tert-butyl (3S,4S)-4-[[1-[1-(2,6-dioxo-3-piperidyl)-3-methyl-2-oxo-benzimidazol-4-yl]azetidin-3-yl]methoxy]-3-fluoro-piperidine-1-carboxylate